C(C)(C)(C)OC(=O)NC=1SC(=C(N1)C(=O)OC)CCCOC1=C(C=C(C=C1)I)F methyl 2-{[(tert-butoxy) carbonyl] amino}-5-[3-(2-fluoro-4-iodophenoxy) propyl]-1,3-thiazole-4-carboxylate